NC(=NOC(=O)C=1N(C2=CC=CC(=C2C1)N[C@H]1[C@H](CN(CC1)C(=O)OC(C)(C)C)F)CC(F)(F)F)CNC(OCC1=CC=CC=C1)=O |r| (+/-)-tert-butyl (3S,4R)-4-((2-(4-amino-7-oxo-9-phenyl-2,8-dioxa-3,6-diazanon-3-enoyl)-1-(2,2,2-trifluoroethyl)-1H-indol-4-yl)amino)-3-fluoropiperidine-1-carboxylate